5-((1-(4-(Hexahydropyrrolo[1,2-a]pyrazin-2(1H)-yl)-2-methoxyphenyl)-1H-imidazol-4-yl)amino)pyrazine-2-carbonitrile C1C2N(CCN1C1=CC(=C(C=C1)N1C=NC(=C1)NC=1N=CC(=NC1)C#N)OC)CCC2